N2-(1-(3-fluoro-4-(2-methyl-1H-imidazol-1-yl)phenyl)ethyl)-5-nitropyridine-2,6-diamine FC=1C=C(C=CC1N1C(=NC=C1)C)C(C)NC1=NC(=C(C=C1)[N+](=O)[O-])N